C(C)OC1=C(O[C@H]2CN(CCC2)C2=CN=CC(=N2)NC(=O)C2=C(C(=O)O)C=CC=C2)C=CC=C1 (R)-2-((6-(3-(2-ethoxyphenoxy)piperidin-1-yl)pyrazin-2-yl)carbamoyl)benzoic acid